10-(3-borabenzyl)acridin-10-ium C(C1=CB=CC=C1)[N+]1=C2C=CC=CC2=CC2=CC=CC=C12